BrC=1C(=C(C=CC1)C(C)=N[S@@](=O)C(C)(C)C)C (S)-N-(1-(3-bromo-2-methylphenyl)ethylidene)-2-methylpropane-2-sulfinamide